Cl.N[C@H](C(=O)NC=1C(=C(C=CC1)C1=CC=C(C=C1)O)O)CCCCN 3-[(S)-2,6-diamino-1-hexanoyl]amino-2,4'-dihydroxy-1,1'-biphenyl hydrochloride